2-{2-Ethyl-5,8-dioxo-6-[(2R)-pyrrolidin-2-ylmethyl]-5,6,7,8-tetrahydro-4H-pyrazolo[1,5-a]pyrrolo[3,4-d]pyrimidin-4-yl}-N-(5-fluoropyridin-2-yl)acetamide hydrochloride Cl.C(C)C1=NN2C(N(C3=C(C2=O)CN(C3=O)C[C@@H]3NCCC3)CC(=O)NC3=NC=C(C=C3)F)=C1